2-(tert-butyl) 1-methyl (1S,3aS,4S,7R,7aR,8R)-8-hydroxy-1,3,3a,4,7,7a-hexahydro-2H-4,7-methanoisoindole-1,2-dicarboxylate O[C@@H]1[C@@H]2[C@H]3CN([C@@H]([C@H]3[C@H]1C=C2)C(=O)OC)C(=O)OC(C)(C)C